2-(3-hydroxypropyl)-5-methylphenol OCCCC1=C(C=C(C=C1)C)O